CN1C=C(C2=CC=CC=C12)C=CC 1-methyl-3-(prop-1-en-1-yl)-1H-indole